IC1=NC(=CC(=N1)NC1=NN(C(=C1)C)C1OCCCC1)C 2-iodo-6-methyl-N-(5-methyl-1-(tetrahydro-2H-pyran-2-yl)-1H-pyrazol-3-yl)pyrimidin-4-amine